CC(C(CC)C)(O[SiH](C)C)C Dimethyl-2-methyl-Dimethyl-3-methyl-propoxysilane